tert-butyl 2-((2-(3-(2-(4-(1-(cyclopropanecarbonyl)indolin-5-yl)-5-methylthiazol-2-ylamino)-2-oxoethyl)phenoxy)ethyl)(methyl)amino)ethylcarbamate C1(CC1)C(=O)N1CCC2=CC(=CC=C12)C=1N=C(SC1C)NC(CC=1C=C(OCCN(CCNC(OC(C)(C)C)=O)C)C=CC1)=O